2-methyl-1,3-bis(hydroxymethyl)imidazolium CC=1N(C=C[N+]1CO)CO